2-(3-chloro-2-pyridyl)-N-(2,4-dibromo-6-carbamoyl-phenyl)-5-(trifluoromethyl)-pyrazole-3-carboxamide ClC=1C(=NC=CC1)N1N=C(C=C1C(=O)NC1=C(C=C(C=C1C(N)=O)Br)Br)C(F)(F)F